C(#N)[C@H]1CN(CCC1)C1=CC(=CC(=N1)NC(C1=C(C=C(C(=C1)C)SCC)N1CCC2(CC2)CC1)=O)C (R)-N-(6-(3-cyanopiperidin-1-yl)-4-methylpyridin-2-yl)-4-(ethylsulfanyl)-5-methyl-2-(6-azaspiro[2.5]oct-6-yl)benzamide